C(C)(C)(C)OC(=O)N1[C@@H]2[C@H](N(C[C@H]1CC2)C=2C1=C(N=C(N2)SCC)C(=C(N=C1Br)Cl)F)CCOC(C)=O (1S,2R,5R)-2-(2-Acetoxyethyl)-3-(5-bromo-7-chloro-2-(ethylsulfanyl)-8-fluoropyrido[4,3-d]pyrimidin-4-yl)-3,8-diazabicyclo[3.2.1]octane-8-carboxylic acid tert-butyl ester